1,2,3,4-tetrahydro-1,5-naphthyridine-3-carboxylate N1CC(CC2=NC=CC=C12)C(=O)[O-]